[Cl-].NCCCN1CN(C=C1)C 1-(3-aminopropyl)-3-methylimidazole chloride